(1S,3R)-N-(5-chloro-4-(7-fluoro-3-isopropyl-2-methyl-2H-indazol-5-yl)pyridin-2-yl)-3-propionamido-cyclohexane-1-carboxamide ClC=1C(=CC(=NC1)NC(=O)[C@@H]1C[C@@H](CCC1)NC(CC)=O)C1=CC2=C(N(N=C2C(=C1)F)C)C(C)C